COC1=CC=C(CN(S(=O)(=O)C2=CC(N(C(=C2)C=2N=CN(C2)C)CC2=CC=C(C=C2)S(F)(F)(F)(F)F)=O)C)C=C1 N-(4-methoxybenzyl)-N-methyl-6-(1-methyl-1H-imidazole-4-yl)-2-oxo-1-(4-(pentafluoro-λ6-sulfanyl)benzyl)-1,2-dihydropyridine-4-sulfonamide